FC=1C=C2C(=CN(C2=CC1)C1CN(CC1)C(C)C)C 5-fluoro-1-(1-isopropylpyrrolidin-3-yl)-3-methyl-1H-indole